tert-Butyl (S)-4-oxo-2-phenylpiperidine-1-carboxylate O=C1C[C@H](N(CC1)C(=O)OC(C)(C)C)C1=CC=CC=C1